FC1=CC=C(C=C1)C(CCC)=O 1-(4-fluorophenyl)butan-1-one